N-{8-fluoro-2-methylimidazo[1,2-a]pyridin-6-yl}-3-methyl-8-(piperazin-1-yl)quinoxaline-5-carboxamide FC=1C=2N(C=C(C1)NC(=O)C=1C=3N=C(C=NC3C(=CC1)N1CCNCC1)C)C=C(N2)C